ClC1=C(C(=CC=C1)F)N1C(C2=CC(=C(C=C2C(=N1)C(=C)C)N1N=C(N(C1=O)CC)CO)F)=O (2-Chloro-6-fluorophenyl)-6-(4-ethyl-3-(hydroxymethyl)-5-oxo-4,5-dihydro-1H-1,2,4-triazol-1-yl)-7-fluoro-4-(prop-1-en-2-yl)phthalazin-1(2H)-one